9-(3-(7-([1,1'-biphenyl]-3-yl)thianthrene-2-yl)phenyl)-9H-carbazole C1(=CC(=CC=C1)C=1C=C2SC=3C=CC(=CC3SC2=CC1)C=1C=C(C=CC1)N1C2=CC=CC=C2C=2C=CC=CC12)C1=CC=CC=C1